[2,6-dichloro-4-(trifluoromethyl)phenyl]hydrazine ClC1=C(C(=CC(=C1)C(F)(F)F)Cl)NN